(S)-5-((1,1-dioxidotetrahydrothiophen-3-yl)amino)-3-methyl-8-(4-(trifluoromethyl)phenyl)pyrido[4,3-d]pyrimidin-4(3H)-one O=S1(C[C@H](CC1)NC1=NC=C(C=2N=CN(C(C21)=O)C)C2=CC=C(C=C2)C(F)(F)F)=O